1-(5-methylfuran-2-yl)propan-1-one CC1=CC=C(O1)C(CC)=O